NC1=NC=C(C=N1)C=1C=C(C=CC1)[C@@H](C)NC1=NC(=NC2=CC(=C(C=C12)OC)OC)C N-{(1R)-1-[3-(2-aminopyrimidin-5-yl)phenyl]-ethyl}-6,7-dimethoxy-2-methylquinazolin-4-amine